4-[(2-hydroxy-4-chlorobenzoyl)amino]butanoate OC1=C(C(=O)NCCCC(=O)[O-])C=CC(=C1)Cl